C1(CC1)C(=O)NC(C=1C=C(C=CC1)NC(=O)C1=CC(=NN1C=1C=C(CNC(OC(C)(C)C)=O)C=CC1)C(F)(F)F)C1=CC=CC=C1 tert-butyl 3-(5-((3-(cyclopropanecarboxamido(phenyl)methyl) phenyl)carbamoyl)-3-(trifluoromethyl)-1H-pyrazol-1-yl)benzylcarbamate